C1(CCCCC1)C1=C(C=C(C=C1O)\C=C\C1=C(C(=CC=C1)F)F)O (E)-2-cyclohexyl-5-(2,3-difluorostyryl)-1,3-benzenediol